C1OCC12CN(C2)CC(=O)NC=2C=C(C(=NC2)C)NC(=O)C=2C=NN1C2SC(=C1)C=1C=NN2C1OCCC2 N-(5-(2-(2-oxa-6-azaspiro[3.3]heptan-6-yl)acetamido)-2-methylpyridin-3-yl)-2-(6,7-dihydro-5H-pyrazolo[5,1-b][1,3]oxazin-3-yl)pyrazolo[5,1-b]thiazole-7-carboxamide